1,2-dimethyl-5-acetoxy-1H-indole-3-carboxylic acid ethyl ester C(C)OC(=O)C1=C(N(C2=CC=C(C=C12)OC(C)=O)C)C